ClC1=C(C(=O)N(C)C)C=CC(=N1)OCCCCC1CCN(CC1)C(C1=C(C=CC=C1F)F)=O 2-chloro-6-(4-(1-(2,6-difluorobenzoyl)piperidin-4-yl)butoxy)-N,N-dimethylnicotinamide